FC(CN1CCN(CC1)[C@H]1CN(CC1)C(=O)OC(C)(C)C)(F)F tert-Butyl (R)-3-(4-(2,2,2-trifluoroethyl)piperazin-1-yl)pyrrolidine-1-carboxylate